2-(4-(4-(6-((3,5-Difluoropyridin-2-yl)amino)-1H-pyrazolo[3,4-d]pyrimidin-3-yl)-5-methylpyridin-2-yl)pyrimidin-2-yl)propan-2-ol FC=1C(=NC=C(C1)F)NC1=NC=C2C(=N1)NN=C2C2=CC(=NC=C2C)C2=NC(=NC=C2)C(C)(C)O